2-((1S,2S)-2-aminocyclohexyl)-N-benzyl-5-chloro-3-iodothieno[3,2-b]pyridin-7-amine formate C(=O)O.N[C@@H]1[C@H](CCCC1)C1=C(C2=NC(=CC(=C2S1)NCC1=CC=CC=C1)Cl)I